5-(ethylsulfonyl)-6-(2-(trifluoromethyl)pyrazolo[1,5-a]pyrimidin-5-yl)pyridin-2-amine C(C)S(=O)(=O)C=1C=CC(=NC1C1=NC=2N(C=C1)N=C(C2)C(F)(F)F)N